1-cyclopentyl-5-(2,6-dimethoxyphenyl)-1H-pyrazol C1(CCCC1)N1N=CC=C1C1=C(C=CC=C1OC)OC